tert-butyl (S)-2-oxo-5-(trifluoromethyl)piperidine-1-carboxylate O=C1N(C[C@H](CC1)C(F)(F)F)C(=O)OC(C)(C)C